C(#N)C=1C=C(C=CC1)C=1N(C(C2=CC(=CC(=C2C1)C(C)NC1=C(C(=O)O)C=CC=C1)C)=O)C 2-((1-(3-(3-cyanophenyl)-2,7-dimethyl-1-oxo-1,2-dihydroisoquinolin-5-yl)ethyl)amino)benzoic acid